tert-butyl (2R,3S,4S)-4-(((tert-butoxycarbonyl)amino)methyl)-2-((5-fluoro-3-phenyl-1H-indole-2-carboxamido)methyl)-3-hydroxypyrrolidine-1-carboxylate C(C)(C)(C)OC(=O)NC[C@@H]1[C@@H]([C@H](N(C1)C(=O)OC(C)(C)C)CNC(=O)C=1NC2=CC=C(C=C2C1C1=CC=CC=C1)F)O